C(C1=CC=CC=C1)NC(C(=O)O)=O 2-(benzylamino)-2-oxoacetic acid